N-(5-cyano-4-(2-methoxyethoxy)pyridin-2-yl)-4-fluoro-7-formyl-6-((4-methyl-2-oxopiperazin-1-yl)methyl)-3,4-dihydro-2,4-methylene-1,8-naphthyridine-1(2H)-carboxamide C(#N)C=1C(=CC(=NC1)NC(=O)N1C2CC(C3=CC(=C(N=C13)C=O)CN1C(CN(CC1)C)=O)(C2)F)OCCOC